[(3R,9aS)-3-(3-Chloro-4-fluorophenyl)-3,4,6,7,9,9a-hexahydro-1H-pyrazino[2,1-c][1,4]oxazin-8-yl]-(4-chloro-1H-pyrazolo[3,4-b]pyridin-5-yl)methanon ClC=1C=C(C=CC1F)[C@@H]1CN2[C@H](CO1)CN(CC2)C(=O)C=2C(=C1C(=NC2)NN=C1)Cl